Cl.COC=1C=C(C=CC1)C(C)(C)N 2-(3-methoxyphenyl)propan-2-amine hydrochloride